P(OC1=C(C(=C(C(=C1)C#N)C(C)C)C(C)C)I)([O-])[O-] diisopropyl-5-cyano-2-iodophenyl phosphite